COC1=C(CNC(OC(C)(C)C)=O)C=CC(=C1)C#CC tert-butyl 2-methoxy-4-(prop-1-yn-1-yl)benzylcarbamate